(2-methyl-5-nitro-phenyl)sulfonylcycloheptane CC1=C(C=C(C=C1)[N+](=O)[O-])S(=O)(=O)C1CCCCCC1